Vinyl-oxirane C(=C)C1OC1